N-{[(4R)-4-cyclopropyl-2,5-dioxoimidazolidin-4-yl]methyl}-5-fluoro-4'-methyl[biphenyl]-2-carboxamide C1(CC1)[C@@]1(NC(NC1=O)=O)CNC(=O)C=1C(=CC(=CC1)F)C1=CC=C(C=C1)C